N[C@@H](C)C=1N(C(C2=C(C=CC=C2C1)C#CC=1C=NN(C1)C([2H])([2H])[2H])=O)C1=CC=CC=C1 (S)-3-(1-aminoethyl)-8-((1-(methyl-d3)-1H-pyrazol-4-yl)ethynyl)-2-phenylisoquinoline-1(2H)-one